C[C@@H]1O[C@@H](CN(C1)CC1=CC=C(/C=C/C2=NNC3=CC(=CC=C23)\C=C/2\C(NCC2C2=CC=CC=C2)=O)C=C1)C (E)-3-((3-((E)-4-(((2S,6R)-2,6-dimethylmorpholino)methyl)styryl)-1H-indazol-6-yl)methylene)-4-phenylpyrrolidone